3-Ethenylbenzol C(=C)C=1C=CC=CC1